C(C)(C)(C)OC(=O)N[C@H]1[C@@H](CCCC1)N1C=C(C=C1)C(=O)O 1-((1R,2R)-2-((tert-Butoxycarbonyl)amino)cyclohexyl)-1H-pyrrole-3-carboxylic acid